ethyl di-(4-octyl) phosphate P(=O)(OCC)(OC(CCC)CCCC)OC(CCC)CCCC